ClC1=CC(=C(C=N1)C1=NC=C(C=C1)C(F)(F)F)NC1CCC(CC1)NC(OC(C)(C)C)=O tert-Butyl ((1s,4s)-4-((6'-chloro-5-(trifluoromethyl)-[2,3'-bipyridin]-4'-yl)amino)cyclohexyl)carbamate